N-(1,1'-biphenyl-2-yl)-N-(9,9-dimethyl-9H-fluoren-2-yl)-9,9'-spirobi[9H-fluoren]-4-amine C1(=C(C=CC=C1)N(C1=CC=CC=2C3(C4=CC=CC=C4C12)C1=CC=CC=C1C=1C=CC=CC13)C1=CC=3C(C2=CC=CC=C2C3C=C1)(C)C)C1=CC=CC=C1